tributylmethylamine bis(trifluoromethylsulfonyl)imide salt [N-](S(=O)(=O)C(F)(F)F)S(=O)(=O)C(F)(F)F.C(CCC)C(N)(CCCC)CCCC